methyl N-[5-[6-[4-(4-fluorophenyl)-1,2,4-triazol-3-yl]-8-methyl-imidazo[1,2-a]pyridin-3-yl]-2-pyridyl]carbamate FC1=CC=C(C=C1)N1C(=NN=C1)C=1C=C(C=2N(C1)C(=CN2)C=2C=CC(=NC2)NC(OC)=O)C